6-({5-[(1S,3R)-3-hydroxycyclopentyl]-2-(2-methylprop-2-yl)pyrazol-3-yl}amino)-2,3-dihydro-1λ6-benzothiophene-1,1-dione O[C@H]1C[C@H](CC1)C=1C=C(N(N1)C(C)(C)C)NC1=CC2=C(CCS2(=O)=O)C=C1